tert-butyl (2S)-4-[3-(2,6-dibenzyloxy-3-pyridyl)-1-methyl-indazol-6-yl]-2-methyl-piperazine-1-carboxylate C(C1=CC=CC=C1)OC1=NC(=CC=C1C1=NN(C2=CC(=CC=C12)N1C[C@@H](N(CC1)C(=O)OC(C)(C)C)C)C)OCC1=CC=CC=C1